ethyl 2-{[4-(3-hydroxypropyl)-5-methyl-6-{[(2Z)-3-{[2-(trimethylsilyl)ethoxy]methyl}-2,3-dihydro-1,3-benzothiazol-2-ylidene]amino}pyridazin-3-yl]amino}-1,3-thiazole-4-carboxylate OCCCC1=C(N=NC(=C1C)\N=C\1/SC2=C(N1COCC[Si](C)(C)C)C=CC=C2)NC=2SC=C(N2)C(=O)OCC